FC1=C(OCC2=C(C=CC=C2)C2C(NC(CC2)=O)=O)C(=CC=C1F)C=1N=C(SC1)N1CCOCC1 3-(2-((2,3-difluoro-6-(2-morpholinothiazol-4-yl)phenoxy)methyl)phenyl)piperidine-2,6-dione